2-((4-bromophenyl) amino)-2-oxoethyl acetate C(C)(=O)OCC(=O)NC1=CC=C(C=C1)Br